(E)-N-(3-chlorophenyl)-3-(3-(3-chlorophenyl)-1H-1,2,4-triazol-1-yl)acrylamide ClC=1C=C(C=CC1)NC(\C=C\N1N=C(N=C1)C1=CC(=CC=C1)Cl)=O